(Z)-9-((Z)-non-3-en-1-yl)-10-((Z)-non-3-en-1-ylidene)octadecane-1,18-diamine C(C\C=C/CCCCC)C(CCCCCCCCN)\C(\CCCCCCCCN)=C/C\C=C/CCCCC